38-(2-(ethoxymethyl)-4-(tritylamino)-1H-imidazo[4,5-c]quinolin-1-yl)-37,37-dimethyl-3,6,9,12,15,18,21,24,27,30,33,36-dodecaoxaoctatriacontyl 4-methylbenzenesulfonate CC1=CC=C(C=C1)S(=O)(=O)OCCOCCOCCOCCOCCOCCOCCOCCOCCOCCOCCOCCOC(CN1C(=NC=2C(=NC=3C=CC=CC3C21)NC(C2=CC=CC=C2)(C2=CC=CC=C2)C2=CC=CC=C2)COCC)(C)C